methyl 3-bromo-1-vinyl-1H-1,2,4-triazole-5-carboxylate BrC1=NN(C(=N1)C(=O)OC)C=C